ClC=1C(=C(C=CC1)CNC(CNC1CCCC1)=O)F N-(3-chloro-2-fluorophenylmethyl)-2-(cyclopentylamino)acetamide